(2R)-2-amino-1-[4-[2-methyl-4-[[3-[3-(trifluoromethyl)-1H-pyrazol-4-yl]imidazo[1,2-a]pyrazin-8-yl]amino]benzoyl]piperazin-1-yl]propan-1-one N[C@@H](C(=O)N1CCN(CC1)C(C1=C(C=C(C=C1)NC=1C=2N(C=CN1)C(=CN2)C=2C(=NNC2)C(F)(F)F)C)=O)C